bis(tetramethylheptenoate) palladium [Pd+2].CC(C(=C(C(=O)[O-])C)C)(CCC)C.CC(C(=C(C(=O)[O-])C)C)(CCC)C